CS(=O)(=O)C1=CC=CC2=C1SC1=C2C=CC=C1 4-(methylsulfonyl)dibenzothiophene